trans-3-(4-chloro-3-((4-((S)-3-(3,5-difluorophenyl)isoxazolidine-2-carbonyl)cyclohexyl)methoxy)phenyl)-1-methylimidazolidine-2,4-dione ClC1=C(C=C(C=C1)N1C(N(CC1=O)C)=O)OC[C@@H]1CC[C@H](CC1)C(=O)N1OCC[C@H]1C1=CC(=CC(=C1)F)F